C([C@H](O)C)(=O)[O-].[Sn+2].C([C@H](O)C)(=O)[O-] stannous D-lactate